2-[[1-(6,7-dihydro-5H-cyclopenta[d]pyrimidin-4-yl)azetidin-3-yl]methyl]-6-(3,5-dimethylpyrazol-1-yl)pyridazin-3-one N1=CN=C(C2=C1CCC2)N2CC(C2)CN2N=C(C=CC2=O)N2N=C(C=C2C)C